2-oxo-oxazolidine-5-carboxamide O=C1OC(CN1)C(=O)N